manganese-cerium carbon scandium-cerium-ytterbium [Yb].[Ce].[Sc].[C].[Ce].[Mn]